N-(3-fluoro-4-(1-methyl-6-(1H-pyrazol-4-yl)-1H-indazol-5-yloxy)phenyl)-1-(4-fluorophenyl)-6-chloro-2-oxo-1,2-dihydropyridine-3-carboxamide FC=1C=C(C=CC1OC=1C=C2C=NN(C2=CC1C=1C=NNC1)C)NC(=O)C=1C(N(C(=CC1)Cl)C1=CC=C(C=C1)F)=O